[(1R,2S,4R)-4-{[5-({4-[1-(3-Bromophenyl)vinyl]-2-thienyl}carbonyl)pyrimidin-4-yl]amino}-2-hydroxycyclopentyl]methylsulfamate BrC=1C=C(C=CC1)C(=C)C=1C=C(SC1)C(=O)C=1C(=NC=NC1)N[C@H]1C[C@@H]([C@H](C1)CNS([O-])(=O)=O)O